[Al](Cl)(Cl)Cl.O water aluminum chloride